COC1=C2C=C(NC2=CC=C1)C(=O)N[C@H](C(NN(C[C@H]1C(NCC1)=O)C(\C=C\C(C)=O)=O)=O)CC(C)C 4-Methoxy-N-((S)-4-methyl-1-oxo-1-(2-((E)-4-oxopent-2-enoyl)-2-(((S)-2-oxopyrrolidin-3-yl)methyl)hydrazineyl)pentan-2-yl)-1H-indole-2-carboxamide